[N+](=O)([O-])C1=CC=C(C=C1)S(=O)(=O)N(C([2H])([2H])[2H])CC(=O)[O-] (4-nitrophenylsulfonyl-(trideuteriomethyl)amino)acetate